1-(2,6-dimethylpyridin-3-yl)-N-((5-(3-fluoro-2-methylphenyl)-1,3,4-thiadiazol-2-yl)methyl)-1H-1,2,3-triazole-4-carboxamide CC1=NC(=CC=C1N1N=NC(=C1)C(=O)NCC=1SC(=NN1)C1=C(C(=CC=C1)F)C)C